C1(CCCCC1)[C@@H](C(=O)N1C[C@@H](N(CC1)C(=O)C=1N(C2=CC(=CC=C2C1)OC)C)C)NC(OC(C)(C)C)=O Tert-Butyl ((S)-1-cyclohexyl-2-((S)-4-(6-methoxy-1-methyl-1H-indole-2-carbonyl)-3-methylpiperazin-1-yl)-2-oxoethyl)carbamate